C1(CC1)C=1SC(=CN1)C(=O)NC1=C(C=CC(=C1)C(N[C@@H]1[C@H](C[C@H](C1)OC(F)(F)F)O)=O)CC 2-cyclopropyl-N-(2-ethyl-5-{[(1S,2S,4S)-2-hydroxy-4-(trifluoromethoxy)cyclopentyl]carbamoyl}phenyl)-1,3-thiazole-5-carboxamide